Cl.C(#N)C=1C(=NC=C(C1C1=CC(=C(C=C1)C#N)F)C1=CC(=C(C=C1)OC)F)N1CCC(CC1)NCC1=CC=C(C=C1)/C=C/C(=O)NO (E)-3-(4-(((1-(3-Cyano-4-(4-cyano-3-fluorophenyl)-5-(3-fluoro-4-methoxyphenyl)pyridin-2-yl)piperidin-4-yl)amino)methyl)phenyl)-N-hydroxyacrylamide hydrochloride